(2-(1-naphthoylamino)acetyl)pyrroline-2-carbonitrile C1(=CC=CC2=CC=CC=C12)C(=O)NCC(=O)N1C(=CCC1)C#N